3-phenethyl-1H-pyrazole-5-carboxylic acid 5-(((3,4-dichlorophenyl) thio) methyl)-2-oxo-1,2-dihydropyridin-3-yl ester ClC=1C=C(C=CC1Cl)SCC=1C=C(C(NC1)=O)OC(=O)C1=CC(=NN1)CCC1=CC=CC=C1